CS(=O)(=O)OC1=CC(=CC=C1)S(=O)(=O)COC.[Na] sodium (3-methoxymethylsulfonylphenyl) methanesulfonate